C1NCCC2=CC=C(C=C12)N 1,2,3,4-tetrahydroisoquinolin-7-amine